4,5-dihydro-2H-furo[2,3-g]indazol N=1NC=C2CCC3=C(C12)C=CO3